sodium 3-chloro-2-propyl phosphate P(=O)(OC(C)CCl)([O-])[O-].[Na+].[Na+]